3-(5-bromo-2-pyridyl)oxetan-3-amine BrC=1C=CC(=NC1)C1(COC1)N